FC(OC[C@H]1N(C[C@H](C1)OC1=CC=C(C=C1)C(F)(F)F)C1=CC=C(C(=O)N[C@@H](CCO)C2=CC=C(C=C2)S(=O)(=O)CC)C=C1)F 4-((2S,4S)-2-((difluoromethoxy)methyl)-4-(4-(trifluoromethyl)phenoxy)pyrrolidin-1-yl)-N-((S)-1-(4-(ethylsulfonyl)phenyl)-3-hydroxypropyl)benzamide